(S)-methyl 2-((S)-2-((S)-2,3-dihydrobenzofuran-2-yl)-2-(4-methoxy-1H-indole-2-carboxamido)acetamido)-3-((S)-2-oxopyrrolidin-3-yl)propanoate O1[C@@H](CC2=C1C=CC=C2)[C@@H](C(=O)N[C@H](C(=O)OC)C[C@H]2C(NCC2)=O)NC(=O)C=2NC1=CC=CC(=C1C2)OC